3-bromo-5-methyl-1-((2-(trimethylsilyl)ethoxy)methyl)-1H-indazole BrC1=NN(C2=CC=C(C=C12)C)COCC[Si](C)(C)C